2,4-dimethyl-6-p-fluorophenyl-1,3,5-triazine CC1=NC(=NC(=N1)C)C1=CC=C(C=C1)F